NC=1SC2=C(N1)C(=CC=C2)C2=C(C=C1C(=NC(=NC1=C2F)OC[C@H]2N(CCC2)C)N2CCC1(CN(C1)C(=O)N)CC2)Cl 7-(7-(2-aminobenzo[d]thiazol-4-yl)-6-chloro-8-fluoro-2-(((S)-1-methylpyrrolidin-2-yl)methoxy)quinazolin-4-yl)-2,7-diazaspiro[3.5]nonane-2-carboxamide